C1(CC1)C=1C=C(C(=NC1C1=CC=C(C=C1)F)OCC)CN1CCC2(CN(C(O2)=O)C23CC(C2)(C3)CP(OC)(OC)=O)CC1 dimethyl ((3-(8-((5-cyclopropyl-2-ethoxy-6-(4-fluorophenyl)pyridin-3-yl)methyl)-2-oxo-1-oxa-3,8-diazaspiro[4.5]decan-3-yl)bicyclo[1.1.1]pentan-1-yl)methyl)phosphonate